Cl.C(C1=CC=CC=C1)N1CCOCC(C1)(N)C 4-benzyl-6-methyl-1,4-oxazepan-6-amine hydrochloride